[N-](S(=O)(=O)C(F)(F)F)S(=O)(=O)C(F)(F)F.NC(CC)C1=NC=CN1C L-1-aminopropyl-3-methylimidazole bis(trifluoromethanesulfonyl)imide salt